CC1(CN(CCC1CN1C(C=C(C=C1)C1=CC=CC=C1)=O)C(=O)N1[C@@H](CNCC1)C1=CC=CC=C1)C 1-((3,3-dimethyl-1-((R)-2-phenylpiperazine-1-carbonyl)piperidin-4-yl)methyl)-4-phenylPyridin-2(1H)-one